4-bromo-1H-benzo[ct]indol-2-one BrC=1C=C2C3=C(C(NC3=CC=C2)=O)C1